C(C)(C)(C)OC(=O)N(C1=NC=NN2C1=C(C=C2C2C[C@@H](N(C2)C(=O)OC(C)(C)C)COC)I)C(=O)OC(C)(C)C tert-butyl (2R)-4-[4-[bis(tert-butoxycarbonyl)amino]-5-iodopyrrolo[2,1-f][1,2,4]triazin-7-yl]-2-(methoxymethyl)pyrrolidine-1-carboxylate